ethyl 2-(2-((2-formyl-7-iodobenzofuran-5-yl)methoxy)phenyl)acetate C(=O)C=1OC2=C(C1)C=C(C=C2I)COC2=C(C=CC=C2)CC(=O)OCC